1-((2R,5S)-4-((R)-6-chloro-2-(2-(3,3-difluoroazetidin-1-yl)ethoxy)-7-(1,6-dimethyl-1H-indazol-7-yl)-8-fluoroquinazolin-4-yl)-2,5-dimethylpiperazin-1-yl)prop-2-en-1-one ClC=1C=C2C(=NC(=NC2=C(C1C=1C(=CC=C2C=NN(C12)C)C)F)OCCN1CC(C1)(F)F)N1C[C@H](N(C[C@@H]1C)C(C=C)=O)C